CC(C[C@@H](CC(=O)N)C1=CC=CC=C1)C (3S)-5-methyl-3-phenylhexanamide